4-((4-(9-(2-(2,6-dioxopiperidin-3-yl)-1,3-dioxoisoindolin-4-yl)nonanoyl)piperazin-1-yl)methyl)-N-(4-methyl-3-((4-(pyridin-3-yl)pyrimidin-2-yl)amino)phenyl)benzamide O=C1NC(CCC1N1C(C2=CC=CC(=C2C1=O)CCCCCCCCC(=O)N1CCN(CC1)CC1=CC=C(C(=O)NC2=CC(=C(C=C2)C)NC2=NC=CC(=N2)C=2C=NC=CC2)C=C1)=O)=O